[C@H]12OC[C@H](N(C1)C[C@@H]1NC[C@H](N(C1)C(=O)OC(C)(C)C)C)C2 tert-butyl (2R,5S)-5-(((1R,4R)-2-oxa-5-azabicyclo[2.2.1]heptan-5-yl)methyl)-2-methylpiperazine-1-carboxylate